(R)-N-(4-((2-(1,1-difluoroethyl)-6-methylpyrimidin-4-yl)amino)-5-((tetrahydrofuran-2-yl)methoxy)pyridin-2-yl)acetamide FC(C)(F)C1=NC(=CC(=N1)NC1=CC(=NC=C1OC[C@@H]1OCCC1)NC(C)=O)C